9-bromo-2,3-dimethyl-7-(2-(1-methyl-1H-pyrazol-4-yl)morpholino)-4H-pyrido[1,2-a]pyrimidin-4-one BrC1=CC(=CN2C1=NC(=C(C2=O)C)C)N2CC(OCC2)C=2C=NN(C2)C